1-(4-bromophenyl)-N-(5-fluoropyridin-2-yl)cyclobutane-1-carboxamide BrC1=CC=C(C=C1)C1(CCC1)C(=O)NC1=NC=C(C=C1)F